(4S)-7-chloro-N-cyclopropyl-6-(3-fluoro-6-hydroxy-2-pyridinyl)-4-methyl-8-(trifluoromethyl)-4H-imidazo[1,2-a][1,4]benzodiazepine-2-Carboxamide ClC1=C(C=CC2=C1C(=N[C@H](C=1N2C=C(N1)C(=O)NC1CC1)C)C1=NC(=CC=C1F)O)C(F)(F)F